OC1=C(C(=O)NC(CCCCCCC(=O)O)CC)C=CC=C1 8-(2-hydroxybenzoyl)aminodecanoic acid